dimethyl-sphingosine 1-phosphate P(=O)(O)(O)OC([C@H](N)[C@H](O)\C=C\CCCCCCCCCCCCC)(C=O)C=O